BrCC1=C(C=NN1C1=CC=C(C=C1)Cl)C(=O)OCC ethyl 5-(bromomethyl)-1-(4-chlorophenyl)-1H-pyrazole-4-carboxylate